C(C=C)N1C(C2=CC=C(C=C2C1(C)C)NC1=NC=C(C(=C1)N[C@H](CO)C1=CC=CC=C1)C=1OC(=NN1)C1=NC=CC=C1)=O (S)-2-allyl-5-((4-((2-hydroxy-1-phenylethyl)amino)-5-(5-(pyridin-2-yl)-1,3,4-oxadiazol-2-yl)pyridin-2-yl)amino)-3,3-dimethylisoindolin-1-one